phenylboronic acid methyliminodiacetate CN(CC(=O)O)CC(=O)O.C1(=CC=CC=C1)B(O)O